C(C)C(CC(=O)O)(C(C)C)CC 3,3-diethyl-4-methylpentanoic acid